FC(C(C(F)(F)F)(O)C1=CC=C(C=C1)C=C)(F)F 1,1,1,3,3,3-hexafluoro-2-(4-vinylphenyl)-2-propanol